BrC=1C=C(C=CC1OC)S(=O)(=O)N1CCC2(C[C@H](CO2)N(C(OC(C)(C)C)=O)C[C@@H](COC2=CC(=CC=C2)S(=O)(=O)C2(CC2)CO)O)CC1 tert-Butyl ((R)-8-((3-Bromo-4-methoxyphenyl)sulfonyl)-1-oxa-8-azaspiro[4.5]decan-3-yl)((S)-2-hydroxy-3-(3-((1-(hydroxymethyl)cyclopropyl)sulfonyl) phenoxy)propyl)carbamate